(2S,3R,4R)-1-acetyl-2-ethyl-4-((5-fluoropyridin-2-yl)amino)-3-methyl-1,2,3,4-tetrahydroquinoline-6-carboxamide C(C)(=O)N1[C@H]([C@@H]([C@H](C2=CC(=CC=C12)C(=O)N)NC1=NC=C(C=C1)F)C)CC